4-(trifluoro-methoxy)phenylboronic acid FC(OC1=CC=C(C=C1)B(O)O)(F)F